N-methyl-N-phenyl-trifluoroacetamide CN(C(C(F)(F)F)=O)C1=CC=CC=C1